FC=1C=C2C(=CNC2=CC1)NC(=O)NC1=CC=C(C=C1)OC(F)F 1-(5-fluoro-1H-indol-3-yl)-3-(4-(difluoromethoxy)phenyl)urea